6-[3-chloro-5-fluoro-4-(2-hydroxypropoxy)phenyl]-5-methyl-4,5-dihydro-2H-pyridazin-3-one ClC=1C=C(C=C(C1OCC(C)O)F)C=1C(CC(NN1)=O)C